Cl.C1(CCC1)N1C[C@@H](CCC1)N (R)-1-cyclobutylpiperidin-3-amine HCl salt